tert-butyl 4-(2-((3,4-diaminophenyl)thio)ethyl)piperazine-1-carboxylate NC=1C=C(C=CC1N)SCCN1CCN(CC1)C(=O)OC(C)(C)C